ClC(CCC(=O)NC=1C=CC(=C2C=CC=NC12)I)C(CC)C(F)(F)F 4-chloro-N-(5-iodoquinolin-8-yl)-5-(trifluoromethyl)heptanamide